C(C1=CC=CC=C1)OC1=CC=C(C=C1)C=1OC(=C(N1)C)CC1(NC(=NC=C1)NCC(C)C)N 4-((2-(4-benzyloxyphenyl)-4-methyl-5-oxazolyl)methyl)-N2-isobutyl-2,4-pyrimidinediamine